OC1=C(C=CC=C1)C=1C=C2C(=NN1)N(CC1N2CCN(C1)C(=O)OC(C)(C)C)C(=O)OC(C)(C)C di-tert-butyl 2-(2-hydroxyphenyl)-6a,7,9,10-tetrahydro-5H-pyrazino[1',2':4,5]pyrazino[2,3-c]pyridazine-5,8(6H)-dicarboxylate